6-(2,4,6-trimethoxybenzylamino)-9-β-D-arabinofuranosylpurine COC1=C(CNC2=C3N=CN(C3=NC=N2)[C@H]2[C@@H](O)[C@H](O)[C@H](O2)CO)C(=CC(=C1)OC)OC